N(=C=S)C1=C(C=CC=C1)C(C[N+](=O)[O-])C1=C(NC2=CC=CC=C12)C1=CC=CC=C1 3-(1-(2-isothiocyanatophenyl)-2-nitroethyl)-2-phenyl-1H-indole